OCC([C@H]1CC[C@H]2[C@@H]3CC[C@H]4C[C@H](CC[C@]4(C)[C@H]3CC[C@]12C)C)=O hydroxy-3β-methyl-5α-pregnan-20-one